[Si](C)(C)(C(C)(C)C)OCCOC1=CC=C2C(=CC(OC2=C1)=O)C1=C(C=CC=C1)C 7-(2-((tert-butyldimethylsilyl)oxy)ethoxy)-4-(o-tolyl)-2H-chromen-2-one